[1,3]dioxolo[4,5-g]thiazolo[3,4-a]quinazoline-3-carboxamide C1SC(=C2N1C1=CC3=C(C=C1C=N2)OCO3)C(=O)N